C(C=C)N(S(=O)(=O)C1=CC=C(C=C1)C)CC=C N,N-Diallyl-4-methylbenzenesulfonamide